4-Chloro-1-methyl-6-((1-methyl-4-phenyl-1H-imidazol-2-yl)ethynyl)-1H-pyrazolo[3,4-d]pyrimidine ClC1=C2C(=NC(=N1)C#CC=1N(C=C(N1)C1=CC=CC=C1)C)N(N=C2)C